C(CCCCCCCCCCCCCCCCCC)OCC(CNC1=CC=C(C=C1)NCC(COCCCCCCCCCCCCCCCCCCC)O)O 1,4-bis[3-nonadecyloxy-2-hydroxy-propylamino]benzene